FC=1C=C(C[C@@H]2NOCC2)C=CC1 (S)-3-(3-fluorobenzyl)isoxazolidine